ClC=1C=C(C=C(C1)C)[C@H](CCN(C(C(=O)O)C1=C(C(=C(C=C1)F)C)C1CCN(CC1)CC(F)(F)F)C)N1CCN(CC1)C 2-(((S)-3-(3-chloro-5-methylphenyl)-3-(4-methylpiperazin-1-yl)propyl)(methyl)amino)-2-(4-fluoro-3-methyl-2-(1-(2,2,2-trifluoroethyl)piperidin-4-yl)phenyl)acetic acid